(cyanomethyl)-4-methyl-N-(pyrazin-2-yl)benzenesulfonamide C(#N)CC1=C(C=CC(=C1)C)S(=O)(=O)NC1=NC=CN=C1